t-butyl 4-methyl-4-(methyl(2-(thiazol-2-yl) (trifluoromethyl)benzyl)amino)piperidine-1-carboxylate CC1(CCN(CC1)C(=O)OC(C)(C)C)N(C(C1=C(C=CC=C1)C=1SC=CN1)C(F)(F)F)C